(R)-2-(pyridin-2-yl)-N-(6-(pyrrolidin-3-yl)pyridazin-3-yl)acetamide N1=C(C=CC=C1)CC(=O)NC=1N=NC(=CC1)[C@H]1CNCC1